(1R,3S)-3-[5-({1-[(4-methoxyphenyl)methyl]-2-oxo-1,2,3,4-tetrahydroquinolin-6-yl}amino)-1-(2-methylprop-2-yl)pyrazol-3-yl]cyclopentyl [(4-nitrophenyl)oxy]methanoate [N+](=O)([O-])C1=CC=C(C=C1)OC(=O)O[C@H]1C[C@H](CC1)C1=NN(C(=C1)NC=1C=C2CCC(N(C2=CC1)CC1=CC=C(C=C1)OC)=O)C(C)(C)C